C(CCCCCCCCCCCCCCCCCCCCCCCCCCCC)(=O)O Nonacosanoic Acid